1-benzyl-3-octadecylimidazolium 2-Ethylhexanoate C(C)C(C(=O)[O-])CCCC.C(C1=CC=CC=C1)N1C=[N+](C=C1)CCCCCCCCCCCCCCCCCC